C(#N)C=1C=CC2=CNN=C2C1O[C@@H]1CN(C[C@H]1F)CC(=O)OCC ethyl 2-((3R,4R)-3-((6-cyano-2H-indazol-7-yl)oxy)-4-fluoropyrrolidin-1-yl)acetate